FC1=C(C=CC=C1)S(=NC(C1=CC(=C(C=C1)C1=NOC(=N1)C(F)(F)F)OC)=O)(=O)C N-((2-fluorophenyl)(methyl)(oxo)-lambda6-sulfanylidene)-3-methoxy-4-(5-(trifluoromethyl)-1,2,4-oxadiazol-3-yl)benzamide